tert-butyl 4-methyl-3-[4-[5-(trifluoromethyl)pyrimidin-2-yl]piperazine-1-carbonyl]piperazine-1-carboxylate CN1C(CN(CC1)C(=O)OC(C)(C)C)C(=O)N1CCN(CC1)C1=NC=C(C=N1)C(F)(F)F